5-((5-(2-aminopyridin-3-yl)isoxazol-3-yl)methyl)-N-phenylpyridin-2-amine NC1=NC=CC=C1C1=CC(=NO1)CC=1C=CC(=NC1)NC1=CC=CC=C1